[C@H]12CN(C[C@H](CC1)O2)C2=NC=1N(C(=C2)C2(CCOCC2)O)N=CC1I 4-(5-((1R,5S)-8-oxa-3-azabicyclo[3.2.1]octane-3-yl)-3-iodopyrazolo[1,5-a]pyrimidin-7-yl)tetrahydro-2H-pyran-4-ol